C1(CCCCC1)C(C(=O)NC1CCCCC1)N1C(=NC2=C1C=C(C=C2)F)C=2C(=NOC2C)C 2,N-dicyclohexyl-2-[2-(3,5-dimethyl-isoxazol-4-yl)-6-fluoro-benzimidazol-1-yl]-acetamide